Ytterbium triflat [O-]S(=O)(=O)C(F)(F)F.[Yb+3].[O-]S(=O)(=O)C(F)(F)F.[O-]S(=O)(=O)C(F)(F)F